C(C)(C)(C)OC(=O)N1CC(CC1)(CCC)C(=O)C1=CC2=C(S1)C=CC=C2 3-(benzo[b]thiophene-2-carbonyl)-3-propyl-pyrrolidine-1-carboxylic acid tert-butyl ester